bromo-3',4'-dihydro-1'h-spiro[cyclopropane-1,2'-naphthalene]-1'-one BrC1C2(C(C3=CC=CC=C3C1)=O)CC2